4-(2-hydroxypropan-2-yl)-N-((5-(imidazo[1,2-a]pyridin-6-yl)benzo[d][1,3]dioxol-4-yl)carbamoyl)thiophene-2-sulfonamide OC(C)(C)C=1C=C(SC1)S(=O)(=O)NC(NC1=C(C=CC=2OCOC21)C=2C=CC=1N(C2)C=CN1)=O